N-(2-(1-((2-(2,6-dioxopiperidin-3-yl)-1-oxoisoindolin-5-yl)methyl)piperidin-4-yl)-5-(2-hydroxypropan-2-yl)benzo[d]oxazol-6-yl)-6-(trifluoromethyl)picolinamide O=C1NC(CCC1N1C(C2=CC=C(C=C2C1)CN1CCC(CC1)C=1OC2=C(N1)C=C(C(=C2)NC(C2=NC(=CC=C2)C(F)(F)F)=O)C(C)(C)O)=O)=O